C(#N)C=1C=C(C=CC1OC)C=1N=CSC1 4-(3-cyano-4-methoxyphenyl)thiazole